N-Cyclohexyl-3-aminopropyltriethoxysilane C1(CCCCC1)NCCC[Si](OCC)(OCC)OCC